Methyl (6-hydroxyhexyl)carbamate OCCCCCCNC(OC)=O